propan-2-yl-cyclopropanecarboxamide CC(C)C1(CC1)C(=O)N